CC1=C(C=C(C=C1)C1=CC(=NO1)C)S(=O)(=O)NCC1=CC=C(C=C1)C 2-methyl-N-(4-methyl-benzyl)-5-(3-methyl-isoxazol-5-yl)-benzenesulfonamide